ClP(C1=CC=CC=C1)(C1=CC=CC=C1)(C1=CC=CC=C1)CC1=CC=C(C=C1)OC chloro-(4-methoxybenzyl)triphenyl-lambda5-phosphane